C(C=C)OCC(C(=O)OCCCCCC)=C n-hexyl α-allyloxymethylacrylate